NC1=C(C=C(C(=O)OC)C=C1)OC methyl 4-amino-3-methoxybenzoate